ClC=1C=CC2=C(C[C@H](CC=3N2C(=NN3)[C@@H]3CC[C@H](CC3)OC3=NC=CC=C3)NC(C(C)C)=O)C1 N-{(5R)-8-Chloro-1-[trans-4-(pyridin-2-yloxy)cyclohexyl]-5,6-dihydro-4H-[1,2,4]triazolo[4,3-a][1]benzazepin-5-yl}-2-methylpropanamid